CN(CCCC(CCN)N(C)C)C 3-(dimethylamino)propyl-N,N-dimethyl-1,3-propandiamin